glutamic acid N,N-diacetate C(CN([C@@H](CCC(=O)O)C(=O)O)CC(=O)[O-])(=O)[O-]